C(C1=CC=CC=C1)OC[C@H]1OCC[C@H]1O |o1:9,13| (2R,3R)- or (2S,3S)-2-((benzyloxy)methyl)tetrahydrofuran-3-ol